5-(pentafluoro-λ6-sulfanyl)-N-[trans-4-(4-{imidazo[1,2-a]pyridin-6-yl}benzenesulfonyl)cyclohexyl]pyridin-2-amine FS(C=1C=CC(=NC1)N[C@@H]1CC[C@H](CC1)S(=O)(=O)C1=CC=C(C=C1)C=1C=CC=2N(C1)C=CN2)(F)(F)(F)F